tert-butyl 4-(2-isopropoxy-3-nitro-7-oxo-5H-pyrrolo[3,4-b]pyridin-6(7H)-yl)piperidine-1-carboxylate C(C)(C)OC1=C(C=C2C(=N1)C(N(C2)C2CCN(CC2)C(=O)OC(C)(C)C)=O)[N+](=O)[O-]